1-(4-amino-6,7-dimethoxy-2-quinazolinyl)-4-[(tetrahydrofuranyl)carbonyl]piperazine hydrochloride dihydrate O.O.Cl.NC1=NC(=NC2=CC(=C(C=C12)OC)OC)N1CCN(CC1)C(=O)C1OCCC1